ClC=1C=C(C=C(C1OC=1C=C(C(=CC1)O)C1=CC(=CC=C1)C#N)Cl)NC(C)=O N-(3,5-dichloro-4-((3'-cyano-6-hydroxy-[1,1'-biphenyl]-3-yl)oxy)phenyl)acetamide